CC1(OCC2(C1)CCN(CC2)C2=C(C=CC=C2F)C(C)O)C 1-(2-{3,3-dimethyl-2-oxa-8-azaspiro[4.5]dec-8-yl}-3-fluorophenyl)ethan-1-ol